6,8-bis(4-methoxyphenyl)-2-tert-butylpyreno[2,1-b]Furan COC1=CC=C(C=C1)C1=C2C=CC3=CC(=CC=4C=CC(=C2C34)C3=C1OC(=C3)C3=CC=C(C=C3)OC)C(C)(C)C